tert-butyl 4-[4-(2,6-dibenzyloxy-3-pyridyl)-2-hydroxy-phenyl]-3,6-dihydro-2H-pyridine-1-carboxylate C(C1=CC=CC=C1)OC1=NC(=CC=C1C1=CC(=C(C=C1)C=1CCN(CC1)C(=O)OC(C)(C)C)O)OCC1=CC=CC=C1